NC1=C(C=C(C(=N1)CO)Cl)F (6-amino-3-chloro-5-fluoro-2-pyridyl)methanol